C(C)OC(=O)[C@]1([C@@H](C1)C(OC)OC)C |r| rac-(1r,2r)-2-(dimethoxymethyl)-1-methylcyclopropane-1-carboxylic acid ethyl ester